C(C)OC=1C=C(C=CC1)/C=C/C(=O)N1CCN(CC1)C1=C(C=CC=C1)/C=C/C(=O)NO (E)-3-(2-(4-((E)-3-(3-ethoxyphenyl)acryloyl)piperazin-1-yl)phenyl)-N-hydroxyacrylamide